C(C)NCCC(=O)O 3-(ETHYLAMINO)PROPANOIC ACID